N1C(=NC=C1)C1=CC=C(CN2CCC(CC2)(CCC2=CC=CC=C2)COCC)C=C1 1-(4-(1H-imidazol-2-yl)benzyl)-4-(ethoxymethyl)-4-phenethylpiperidine